2-(5-chloro-1-methyl-1H-imidazo[4,5-b]pyridin-2-yl)-5-(trifluoromethyl)phenol ClC1=CC=C2C(=N1)N=C(N2C)C2=C(C=C(C=C2)C(F)(F)F)O